5-(2-chlorophenoxy)-3-(((5-fluoropyridin-2-yl)methyl)amino)-4H-benzo[e][1,2,4]thiadiazine 1,1-dioxide ClC1=C(OC2=CC=CC3=C2NC(=NS3(=O)=O)NCC3=NC=C(C=C3)F)C=CC=C1